(R)-4-(sec-butylamino)-2-((2-methoxy-4-((4-morpholino-piperidin-1-yl)sulfonyl)phenyl)amino)-7H-pyrrolo[2,3-d]pyrimidine-5-carbonitrile [C@@H](C)(CC)NC=1C2=C(N=C(N1)NC1=C(C=C(C=C1)S(=O)(=O)N1CCC(CC1)N1CCOCC1)OC)NC=C2C#N